keto-benzoate O=C1C(C(=O)[O-])C=CC=C1